N[C@H](C(=O)O)CC1=CC=C(C=C1)OC(F)(F)F (S)-2-amino-3-(4-(trifluoromethoxy)phenyl)propanoic acid